OC1=CC=C(C=C1)SC1CC(C1)=O 3-[(4-hydroxyphenyl)sulfanyl]cyclobutan-1-one